(E)-3-hexenyl isobutyrate C(C(C)C)(=O)OCC\C=C\CC